4-(4-(3,8-diazabicyclo[3.2.1]octan-3-yl)-2-((1-((dimethylamino)methyl)cyclopropyl)methoxy)-6,8-difluoroquinazolin-7-yl)naphthalen-2-ol C12CN(CC(CC1)N2)C2=NC(=NC1=C(C(=C(C=C21)F)C2=CC(=CC1=CC=CC=C21)O)F)OCC2(CC2)CN(C)C